3-((6-nitro-1H-indol-3-yl)methyl)-1H-indole-6-carboxylic acid methyl ester COC(=O)C1=CC=C2C(=CNC2=C1)CC1=CNC2=CC(=CC=C12)[N+](=O)[O-]